C(CCC)OCC(C)(C)C=1C=C(C=2[C@H]3[C@H](C(OC2C1)(C)C)CC[C@H](C3)O)O (6Ar,9R,10aR)-3-(1-butoxy-2-methylpropan-2-yl)-6,6-dimethyl-6a,7,8,9,10,10a-hexahydrobenzo[c]chromene-1,9-diol